methyl 3-(2-methyl-1-oxo-6-isoquinolyl)quinoxaline-6-carboxylate CN1C(C2=CC=C(C=C2C=C1)C=1C=NC2=CC=C(C=C2N1)C(=O)OC)=O